C[P+](CCCC)(CCCC)CCCC methyl-tributylphosphonium